2-(2-methoxy-4-nitro-5-sulfophenyl)-3-(2-methoxy-4-nitro-5-sulfophenyl)-N-phenyltetrazole-3-ium-5-carboxamide COC1=C(C=C(C(=C1)[N+](=O)[O-])S(=O)(=O)O)N1N=C(N=[N+]1C1=C(C=C(C(=C1)S(=O)(=O)O)[N+](=O)[O-])OC)C(=O)NC1=CC=CC=C1